2-amino-3-(4-mercapto-1-methyl-imidazol-5-yl)propionic acid NC(C(=O)O)CC1=C(N=CN1C)S